Benzyl 4-(2,3-dihydro-1H-indol-4-yl)piperazine-1-carboxylate trifluoroacetate FC(C(=O)O)(F)F.N1CCC2=C(C=CC=C12)N1CCN(CC1)C(=O)OCC1=CC=CC=C1